C1CCC12OC(CC2)CC 2-{5-Oxaspiro[3.4]octan-6-yl}ethan